9,10-difluoro-6-({[(3S)-1-(6-aminopyridin-3-yl)hexahydropyridin-3-yl][(2-fluorophenyl)methyl]amino}methyl)-3,7-dihydro-2H-[1,4]oxazino[2,3,4-ij]quinolin-7-one FC=1C=C2C(C(=CN3C2=C(C1F)OCC3)CN(CC3=C(C=CC=C3)F)[C@@H]3CN(CCC3)C=3C=NC(=CC3)N)=O